N-(pyrrolidin-2-ylmethyl)cyclohexylamine N1C(CCC1)CNC1CCCCC1